O1CCC(CC1)CN1[C@H]2[C@H](CCC1)CCC2 (4aS,7aR)-1-[(oxan-4-yl)methyl]-octahydro-1H-cyclopenta[b]pyridin